lutetium iodide hydrate O.[I-].[Lu+3].[I-].[I-]